benzyl 4-[5-ethynyl-6-[(1S)-1-methoxyethyl]-3-pyridyl]piperazine-1-carboxylate C(#C)C=1C=C(C=NC1[C@H](C)OC)N1CCN(CC1)C(=O)OCC1=CC=CC=C1